C1N=CC2=CC(=CC=C12)O 1H-isoindol-5-ol